1-(4-bromophenyl)-4-(4-piperidinylmethoxymethyl)piperidine BrC1=CC=C(C=C1)N1CCC(CC1)COCC1CCNCC1